tert-butyl N-methyl-N-[rel-(1R,2R,4S)-7-[[3-(4-cyano-3-fluoro-phenyl)-2-cyclopropyl-phenyl]methyl]-7-azabicyclo[2.2.1]heptan-2-yl]carbamate CN(C(OC(C)(C)C)=O)[C@H]1[C@H]2CC[C@@H](C1)N2CC2=C(C(=CC=C2)C2=CC(=C(C=C2)C#N)F)C2CC2 |o1:9,10,13|